4-(7-chloroimidazo[1,2-a]pyridin-3-yl)-7-[[6-(4-methylpiperazin-1-yl)-2-pyridyl]amino]isoindolin-1-one ClC1=CC=2N(C=C1)C(=CN2)C2=C1CNC(C1=C(C=C2)NC2=NC(=CC=C2)N2CCN(CC2)C)=O